C1(=CC=CC=C1)N(C(OC1=C2N=CNC2=NC=N1)=O)C1=CC=CC=C1 9H-purin-6-yl diphenylcarbamate